IC1=C(C2=C(N=CN=C2N)N1C)C1=CC=C(C=C1)OC1=NC=CC(=N1)C 6-iodo-7-methyl-5-[4-[(4-methylpyrimidin-2-yl)oxy]phenyl]pyrrolo[2,3-d]pyrimidin-4-amine